OP(=O)(C)CC[C@H](C(=O)O)NC(CC1=CC=CC=C1)=O |r| rac-4-[hydroxy(methyl)phosphoryl]-2-(2-phenylacetamido)butanoic acid